4,5-Dihydropyrazole N1N=CCC1